C(C1=CC=CC=C1)C(C(=O)NC=1C(=NC2=C(C=CC=C2C1)F)C)(CC1(CC1)C)C 2-benzyl-N-(8-fluoro-2-methyl-3-quinolinyl)-2-methyl-3-(1-methylcyclopropyl)propanamide